5-(4-Methyl-piperazin-1-ylmethyl)-furan CN1CCN(CC1)CC1=CC=CO1